ClC=1C=C(C=C(C1)Cl)C1(NC=C(C(=N1)NC1=CC=C2CCNCC2=C1)C=1C=NN(C1)C)N 2-(3,5-dichlorophenyl)-5-(1-methyl-1H-pyrazol-4-yl)-N4-(1,2,3,4-tetrahydroisoquinolin-7-yl)pyrimidine-2,4-diamine